2-(7-methyl-6-oxo-6,7-dihydro-1H-purin-1-yl)acetonitrile CN1C=NC=2N=CN(C(C12)=O)CC#N